ethyl-trimethoxysilanetriol C(C)[Si](OOC)(OOC)OOC